FC=1C=C2C(CC(N(C2=C(C1)F)CC)N1CC(NCC1)C)=O 6,8-difluoro-1-ethyl-(3-methyl-piperazin-1-yl)-2,3-dihydro-quinolin-4(1H)-one